N1N=CC=2NCNC(C21)=O 1,4,5,6-tetrahydro-7H-pyrazolo[4,3-d]pyrimidin-7-one